FC1=CC2=C(N(C=N2)C)C=C1F 5,6-difluoro-1-methyl-1H-1,3-benzodiazol